C1(=CC=C(C=C1)C=1C(=O)NC(C1)=O)C=1C(=O)NC(C1)=O 1,4-phenylenebismaleimide